F[B-](F)(F)F.F[B-](F)(F)F.C1=CC=CC=2SC3=CC4=NC5=CC=CC=C5SC4=CC3=NC12 triphenodithiazine bis(tetrafluoroborate)